[Pt](Cl)Cl.NCC1=NC(=CC=C1)CN (2,6-diaminomethylpyridine) platinum (II) chloride